BrC=1C=CC(=NC1)C=1N=NN(C1C(=O)O)C 4-(5-bromopyridin-2-yl)-1-methyl-1H-1,2,3-triazole-5-carboxylic acid